N(=NC1(CCCCC1)C#N)C1(CCCCC1)C#N azobis(cyanocyclohexane)